NC=1C=C(C=CC1F)CS(=O)(=O)N1C(C[C@H](CC1)NC=1C=C(C=CC1)C1=C(C(=C(S1)C(=O)OC(C)(C)C)OCC(=O)OC(C)(C)C)Cl)(C)C tert-butyl 5-[3-[[(4S)-1-[(3-amino-4-fluoro-phenyl)methylsulfonyl]-2,2-dimethyl-4-piperidyl]amino]phenyl]-3-(2-tert-butoxy-2-oxo-ethoxy)-4-chloro-thiophene-2-carboxylate